FC(C1=CC=C(C=C1)NC1=C(C=CC=C1)C1=NN=C(O1)CCCC#N)(F)F 4-(5-(2-((4-(trifluoromethyl)phenyl)amino)phenyl)-1,3,4-oxadiazol-2-yl)butanenitrile